[Si](C)(C)(C(C)(C)C)OCC1N2C(OC1)=C(C=N2)S(=O)(NC(C2=CC=CC=C2)(C2=CC=CC=C2)C2=CC=CC=C2)=NC(NC2=C1CCCC1=CC=1CCCC21)=O 3-(((tert-butyldimethylsilyl)oxy)methyl)-N'-((1,2,3,5,6,7-hexahydro-s-indacen-4-yl)carbamoyl)-N-trityl-2,3-dihydropyrazolo[5,1-b]oxazole-7-sulfonimidamide